ethyl 7-methyl-2-(4-methyl-1,4-diazepan-1-yl)-5-oxo-5,7-dihydrobenzo[4',5']-imidazo[1',2':1,6]pyrido[2,3-d]pyrimidine-6-carboxylate CN1C2=C(N3C1=C(C(C1=C3N=C(N=C1)N1CCN(CCC1)C)=O)C(=O)OCC)C=CC=C2